tetrAbutyl-N-[2-(4-fluorophenyl)ethyl]-N-[3-(1H-pyrazol-4-ylamino)propyl]carbamate C(CCC)C(CC(NC=1C=NNC1)(CCCC)CCCC)(N(C([O-])=O)CCC1=CC=C(C=C1)F)CCCC